CN1N=CC(=C1)C1=CC=C2C(=N1)C(=CS2)C=2CCN(CC2)C(=O)OC(C)(C)C tert-butyl 4-(5-(1-methyl-1H-pyrazol-4-yl)thieno[3,2-b]pyridin-3-yl)-3,6-di-hydropyridine-1(2H)-carboxylate